[C@H]12CC(C[C@H](CCC1)N2)N2CCC1=C2N=NC(=C1)C1=C(C=C(C=C1)C=1C=NN(C1)C)O 2-(7-((1R,3s,5S)-9-azabicyclo[3.3.1]nonan-3-yl)-6,7-dihydro-5H-pyrrolo[2,3-c]pyridazin-3-yl)-5-(1-methyl-1H-pyrazol-4-yl)phenol